1-[(2R,4S,5R)-4-[(tert-butyldimethylsilyl)oxy]-5-{[(tert-butyldimethylsilyl)oxy]methyl}-5-(chloromethyl)oxolan-2-yl]-5-methyl-3H-pyrimidine-2,4-dione [Si](C)(C)(C(C)(C)C)O[C@H]1C[C@@H](O[C@]1(CCl)CO[Si](C)(C)C(C)(C)C)N1C(NC(C(=C1)C)=O)=O